BrC1=C(C=C(C=C1)NC(=O)C1NCCCC1)C(F)(F)F N-(4-bromo-3-(trifluoromethyl)phenyl)piperidine-2-carboxamide